2,2-Bis(4-cyanato-phenyl)propan O(C#N)C1=CC=C(C=C1)C(C)(C)C1=CC=C(C=C1)OC#N